ClC(C(Cl)Cl)Cl 1,1,2,2-tetrachloroethane